NC1=C(C=C(C=C1)S(=O)(=O)NC(OC(C)(C)C)=O)NC[C@H]1OCC1 tert-butyl (S)-((4-amino-3-((oxetan-2-ylmethyl)amino)phenyl)sulfonyl)carbamate